(5-cyano-2-(4-(2,4-difluorophenoxy)piperidin-1-yl)phenyl)-3-methoxypyridineFormamide C(#N)C=1C=CC(=C(C1)C1=C(C(=NC=C1)C(=O)N)OC)N1CCC(CC1)OC1=C(C=C(C=C1)F)F